Cl.C(C)(C)(C)C1=C(C(=NO1)C(=O)NCC1=C(C=C(C=C1)C1=C(C=NC=C1)N1CCNCC1)C)F 5-(tert-butyl)-4-fluoro-N-(2-methyl-4-(3-(piperazin-1-yl)pyridin-4-yl)benzyl)isoxazole-3-carboxamide hydrochloride